(2S,5'R)-7-chloro-6-(5-ethyl-1,3,4-oxadiazol-2-yl)-3',4-dimethoxy-5'-methyl-spiro[benzofuran-2,4'-cyclohex-2-ene]-1',3-dione ClC1=C(C=C(C=2C([C@]3(C(=CC(C[C@H]3C)=O)OC)OC21)=O)OC)C=2OC(=NN2)CC